[Cl-].C(=O)(O)C1(CC(C1)(CC)CC)[NH3+] 1-carboxy-3,3-diethylcyclobutan-1-aminium chloride